(2R,8aS)-2-(2,3-dichloro-6-methoxyphenyl)-5-oxo-hexahydro-1H-indolizine-7-carbaldehyde ClC1=C(C(=CC=C1Cl)OC)[C@H]1C[C@H]2CC(CC(N2C1)=O)C=O